BrC(C(C=C(Br)Br)=O)Br 1,1,4,4-tetrabromobut-3-en-2-one